perfluoro t-butylmethyl ether C(C)(C)(C)COF